(3R)-3-amino-4-methylpentanoic acid N[C@H](CC(=O)O)C(C)C